C(=O)(O)C=1C2=CC3=CC=C(N3)C=C3C=CC(C=C4C=CC(=CC(C1)=N2)N4)=N3 7-carboxyporphyrin